CC1=NC=C(C=C1)C methyl-5-methylpyridine